CCCCCCCCCCCCCCC(C(=O)N[C@@H](CO)[C@@H]([C@@H](CCCCCCCCCCC(C)C)O)O)O The molecule is a N-acyl-4-hydroxy-15-methylhexadecasphinganine in which the acyl group has 16 carbons and 0 double bonds and is 2-hydroxylated. It derives from a 15-methylhexadecaphytosphingosine.